tert-Butyl ((S)-(7-((R*)-1-(((S)-tert-butylsulfinyl)amino)but-3-en-1-yl)imidazo[1,2-b]pyridazin-2-yl)(4,4-difluorocyclohexyl)methyl)carbamate C(C)(C)(C)[S@](=O)N[C@H](CC=C)C1=CC=2N(N=C1)C=C(N2)[C@H](C2CCC(CC2)(F)F)NC(OC(C)(C)C)=O |o1:7|